5-[4-amino-3-[[(1S)-2-methoxy-1-methyl-ethyl]amino]phenyl]-1,3-dimethylpyridin-2-one NC1=C(C=C(C=C1)C=1C=C(C(N(C1)C)=O)C)N[C@H](COC)C